ClC1=C(C=CC=C1Cl)N1C(=NC(=C(C1=O)C)O)SC 3-(2,3-dichlorophenyl)-6-hydroxy-5-methyl-2-(methylsulfanyl)pyrimidin-4-one